C1CC(C2=CC=CC=C2C1)C3=NCCN3 The molecule is a member of imidazolines and a carboxamidine. It has a role as a sympathomimetic agent and a nasal decongestant. It is a conjugate base of a tetryzoline(1+).